NC1=NC(=NC(=N1)NC=1C=NN(C1)C)C=1C(=C(C=CC1)N1C(C2=C(C=C(C=C2C=C1)C1CC1)F)=O)CO 2-(3-{4-amino-6-[(1-methyl-1H-pyrazol-4-yl)amino]-1,3,5-triazin-2-yl}-2-(hydroxymethyl)phenyl)-6-cyclopropyl-8-fluoroisoquinolin-1(2H)-one